ClC=1C=C(C=C(C1)Cl)C1=CC(=CC(=N1)OC=1C=NC(=NC1)N1CCN(CC1)C(=O)OC(C)(C)C)CN1CCC(CC1)CCO tert-Butyl 4-(5-((6-(3,5-dichlorophenyl)-4-((4-(2-hydroxyethyl)piperidin-1-yl)methyl)pyridin-2-yl)oxy)pyrimidin-2-yl)piperazine-1-carboxylate